Cl.NC=1C=C(SC1)C1=C(C#N)C(=CN=C1)C1=CC(=C(C=C1)OC)OC 3-(4-aminothiophen-2-yl)-5-(3,4-dimethoxyphenyl)isonicotinonitrile hydrochloride